C(C)(C)(C)C1=C(C=CC(=C1C)C(C)(C)C)O 2,4-di(tert-butyl)-3-methylphenol